N2-[5,6-dimethyl-2-(pyridin-2-yl)thieno[2,3-d]pyrimidin-4-yl]-N1-(pyridin-2-yl)ethane-1,2-diamine CC1=C(SC=2N=C(N=C(C21)NCCNC2=NC=CC=C2)C2=NC=CC=C2)C